6'-Bromo-2'-methyl-2',3'-dihydro-1'H-spiro[cyclopentane-1,4'-isoquinolin]-1'-one BrC=1C=C2C3(CN(C(C2=CC1)=O)C)CCCC3